tert-butyl 4-(6-(((5-(4,4-difluorocyclohex-1-en-1-yl)-7H-pyrrolo[2,3-d]pyrimidin-4-yl)amino)methyl)pyridin-2-yl)piperazine-1-carboxylate FC1(CC=C(CC1)C1=CNC=2N=CN=C(C21)NCC2=CC=CC(=N2)N2CCN(CC2)C(=O)OC(C)(C)C)F